α-amino-4-isopropoxy-2-methylphenyl-isobutanone NC(C(C)(C)C1=C(C=C(C=C1)OC(C)C)C)=O